CN(C1=CC=C(C=C1)S(=O)(=O)NC[C@@H](CNS(=O)(=O)N1C[C@@H](CCC1)C1=CC(=CC=C1)OC)C)C (S)-N-((S)-3-(4-(dimethylamino)phenylsulfonylamino)-2-methylpropyl)-3-(3-methoxyphenyl)piperidine-1-sulfonamide